ClC=1C(=CC2=C(N=C(N=C2N[C@H](C)C2=CC(=CC=C2)C(C2CCN(CC2)C(C)C)(F)F)C)N1)N1CCN(CC1)C(C)C (R)-7-chloro-N-(1-(3-(difluoro(1-isopropylpiperidin-4-yl)methyl)phenyl)ethyl)-6-(4-isopropylpiperazin-1-yl)-2-methylpyrido[2,3-d]pyrimidin-4-amine